2-hydroxy-6-[(4-methoxyphenyl)methoxy]-4-methylbenzaldehyde OC1=C(C=O)C(=CC(=C1)C)OCC1=CC=C(C=C1)OC